FC(C1=CC2=C(SC(=C2)C(N[C@H](C(=O)N2[C@@H](CCC2)C(=O)N2CC(OCC2)C2=C(C=CC=C2)F)C(C)(C)C)=O)C=C1)(F)P(O)(O)=O (difluoro(2-(((2S)-1-((2S)-2-(2-(2-fluorophenyl)morpholine-4-carbonyl)pyrrolidin-1-yl)-3,3-dimethyl-1-oxobutan-2-yl)carbamoyl)benzo[b]thiophen-5-yl)methyl)phosphonic acid